Bromocresol C1=CC(=CC=C1CBr)O